(R)-N-(4-((6-(4,4-difluoropiperidin-1-yl)-4-methylpyridin-2-yl)amino)-5-(6-azaspiro[2.5]oct-6-yl)quinazolin-7-yl)-1-hydroxypropane-2-sulfonamide FC1(CCN(CC1)C1=CC(=CC(=N1)NC1=NC=NC2=CC(=CC(=C12)N1CCC2(CC2)CC1)NS(=O)(=O)[C@@H](CO)C)C)F